COC[C@@H]1COC2=C(O1)C=CC(=C2)C#CC2=C1C=C(N=CC1=C(N=C2)NC)NC(=O)C2CC2 (R)-N-(5-((2-(methoxymethyl)-2,3-dihydrobenzo[b][1,4]dioxin-6-yl)ethynyl)-8-(methylamino)-2,7-naphthyridin-3-yl)cyclopropanecarboxamide